BrC1=NN2C(N=C(C=C2)Cl)=C1 2-bromo-5-chloro-pyrazolo[1,5-a]pyrimidine